O[C@H]1CN(CC1)CC1=CC=C(C=C1)NC(=O)NCC1=CC=C(C=C1)OC ({4-[((3R)-3-hydroxypyrrolidinyl)methyl]phenyl}amino)-N-[(4-methoxyphenyl)methyl]carboxamide